ClC1=C(C=NNC1=O)NC[C@H]1COCCC1 5-chloro-4-[[(3S)-tetrahydropyran-3-yl]methylamino]-1H-pyridazin-6-one